ClC1=CC=C(C=C1)C(C(F)(F)F)N(S(=O)(=O)C1=NC(=CN=C1)OC)CC N-(1-(4-chlorophenyl)-2,2,2-trifluoroethyl)-N-ethyl-6-methoxypyrazine-2-sulfonamide